O=C1NC(CCC1N1C=NC2=C1C=CC=C2N2CCC(CC2)OC2CCC(CC2)C=O)=O 4-[[1-[1-(2,6-dioxo-3-piperidyl)benzimidazol-4-yl]-4-piperidyl]oxy]cyclohexanecarbaldehyde